N-(5-(3-((4-(Trifluoromethyl)phenyl)amino)pyrazin-2-yl)pyrimidin-2-yl)acrylamide FC(C1=CC=C(C=C1)NC=1C(=NC=CN1)C=1C=NC(=NC1)NC(C=C)=O)(F)F